1-bis(2-hydroxyethyl)amino-2-propanol OCCN(CC(C)O)CCO